FC(C=1C=CC2=C(N=C(O2)N)C1)(F)F 5-(trifluoromethyl)-1,3-benzoxazol-2-amin